(Z)-3-(1-butenyl)pyridine C(=C/CC)/C=1C=NC=CC1